CC=1C(C=C(N2CCC3=C(C12)C=CC(=C3)OCC3COCCC3)OCC3OCCCC3)=O 1-methyl-4-(tetrahydropyran-2-ylmethoxy)-9-(tetrahydropyran-3-ylmethoxy)-6,7-dihydrobenzo[a]quinolizin-2-one